2-[Bis-(2-fluoro-phenyl)-hydroxy-methyl]-3-ethyl-pyrazolo[1,5-a]pyridine-5-carboxylic acid (1-ethyl-1H-[1,2,4]triazol-3-yl)-amide C(C)N1N=C(N=C1)NC(=O)C1=CC=2N(C=C1)N=C(C2CC)C(O)(C2=C(C=CC=C2)F)C2=C(C=CC=C2)F